CC(C(=O)[O-])C=O 2-methyl-3-oxopropanoate